BrC1=CC=C(C(=O)NC=2C(=NC=CC2)Br)C=C1 4-bromo-N-(2-bromopyridin-3-yl)benzamide